4-((1-isopropyl-1,2,3,4-tetrahydroquinolin-7-yl)oxy)-1H-1,2,3-triazole-5-carboxylic acid 2,2,2-trifluoroacetate FC(C(=O)O)(F)F.C(C)(C)N1CCCC2=CC=C(C=C12)OC=1N=NNC1C(=O)O